2-((S)-3-(3,4-dihydroisoquinolin-2(1H)-yl)-2-hydroxypropyl)-7-(((R)-tetrahydrofuran-3-yl)amino)-3,4-dihydroisoquinolin-1(2H)-one C1N(CCC2=CC=CC=C12)C[C@@H](CN1C(C2=CC(=CC=C2CC1)N[C@H]1COCC1)=O)O